NC1=C(C2=C(S1)CCCCC2)C(=O)C2=C(C=CC=C2F)F (2-amino-5,6,7,8-tetrahydro-4H-cyclohepta[b]thiophen-3-yl)-(2,6-difluorophenyl)methanone